isopropyl 3-amino-4-methoxy-5-(2-methyl-2H-1,2,3-triazol-4-yl)benzoate NC=1C=C(C(=O)OC(C)C)C=C(C1OC)C1=NN(N=C1)C